SCCSC(CO)CSCC(CSCC(CS)SCCS)S 2-(2-mercaptoethylthio)-3-{2-mercapto-3-[3-mercapto-2-(2-mercaptoethylthio)-propylthio]-propylthio}-propane-1-ol